FC=1C=C(C=CC1)N1CC(C2=NC(=CC=C21)C#N)(C)C 1-(3-fluorophenyl)-3,3-dimethyl-2,3-dihydro-1H-pyrrolo[3,2-b]pyridine-5-carbonitrile